CC1=CC=CC(=N1)CC(CC(=O)O)C=O 3-((6-methylpyridin-2-yl)methyl)-4-oxobutanoic acid